(6-((2-((4-(4-(1-(azetidin-3-yl) piperidin-4-yl) piperazin-1-yl)-5-(1-ethyl-1H-pyrazol-4-yl)-2-methoxyphenyl) amino)-5-bromopyrimidin-4-yl) amino) quinoxalin-5-yl) dimethylphosphite CP(OC1=C2N=CC=NC2=CC=C1NC1=NC(=NC=C1Br)NC1=C(C=C(C(=C1)C=1C=NN(C1)CC)N1CCN(CC1)C1CCN(CC1)C1CNC1)OC)([O-])([O-])C